C(C(C)C)SSC(C)C1=C(C(=O)O)C=CC=C1 2-(1-(isobutyldithio)ethyl)benzoic acid